1-(2,5-dimethylphenyl)-3-(1-(4-hydroxyphenyl)piperidin-4-yl)urea CC1=C(C=C(C=C1)C)NC(=O)NC1CCN(CC1)C1=CC=C(C=C1)O